2-([1,1'-biphenyl]-3-yl)-4-([1,1'-biphenyl]-4-yl)-6-chloro-1,3,5-triazine C1(=CC(=CC=C1)C1=NC(=NC(=N1)C1=CC=C(C=C1)C1=CC=CC=C1)Cl)C1=CC=CC=C1